5-(4-((2,5-dimethyl-2H-1,2,3-triazol-4-yl)sulfonyl)-1-isobutylpiperazin-2-yl)-1-(4-fluorophenyl)-6-methyl-1H-indazole CN1N=C(C(=N1)S(=O)(=O)N1CC(N(CC1)CC(C)C)C=1C=C2C=NN(C2=CC1C)C1=CC=C(C=C1)F)C